BrC1=NC=C(C=C1)B1OC(C(O1)(C)C)(C)C 2-Bromo-5-(4,4,5,5-tetramethyl-1,3,2-dioxaborolan-2-yl)pyridine